BrC=1C=CC=C2C=CC=C(C12)C1=CC=CC2=C1OC1=C2C=CC=C1 4-(8-bromonaphthalene-1-yl)dibenzo[b,d]furan